FC1(C=2N(CCC1)N=C(C2C)NC(C2=CC(=C(C=C2)C)C#CC=2C=NC=CC2)=O)F N-(4,4-difluoro-3-methyl-6,7-dihydro-5H-pyrazolo[1,5-a]pyridin-2-yl)-4-methyl-3-[2-(3-pyridyl)ethynyl]benzamide